4-thio-deoxythymidine [C@@H]1(C[C@H](O)[C@@H](CO)O1)N1C(=O)NC(=S)C(C)=C1